CC(C[Mg]I)CCCCCCCCCCCCCCCC 2-methyloctadecylmagnesium iodide